The molecule is a glycosylxylose consisting of a beta-D-glucopyranose residue and a D-xylopyranose residue joined in sequence by a (1->5) glycosidic bond. It derives from a beta-D-glucose and a D-xylofuranose. C([C@@H]1[C@H]([C@@H]([C@H]([C@@H](O1)OC[C@@H]2[C@@H]([C@H](C(O2)O)O)O)O)O)O)O